FC=1C(=C(C#N)C=CC1)C1=CC(=C2C(=N1)CNC2=O)N2N=C(C=C2)N2C(C(CC2)O)(C)C 3-fluoro-2-(4-(3-(3-hydroxy-2,2-dimethylpyrrolidin-1-yl)-1H-pyrazol-1-yl)-5-oxo-6,7-dihydro-5H-pyrrolo[3,4-b]pyridin-2-yl)benzonitrile